FC1=C(C=CC(=C1)F)[C@@H]1N(OCC1)C1=CC(=NC=N1)NC=1C(=CC(=C(C1)NC(C=C)=O)N1CCC(CC1)N1CCN(CC1)C1COC1)OC N-(5-((6-((R)-3-(2,4-difluorophenyl)-isoxazolidine-2-yl)pyrimidine-4-yl)amino)-4-methoxy-2-(4-(4-(oxetane-3-yl)piperazine-1-yl)piperidine-1-yl)phenyl)acrylamide